5-chloro-2-methyl-pyridin-3-amine ClC=1C=C(C(=NC1)C)N